methyl N-[4-methyl-5-({4-[(2S)-2-{[8-(trifluoromethoxy)quinazolin-4-yl]amino}propyl]piperazin-1-yl} sulfonyl)-1,3-thiazol-2-yl]carbamate CC=1N=C(SC1S(=O)(=O)N1CCN(CC1)C[C@H](C)NC1=NC=NC2=C(C=CC=C12)OC(F)(F)F)NC(OC)=O